Cl.Cl.Cl.Cl.O1C=COC=C1 Dioxin tetrahydrochloride